N[C@@H]([C@H](O)C)C(=O)N1[C@@H](CCC1)C(=O)O L-threonyl-L-proline